(1S,2S,3S,6R)-6-((2-cyclohexylethyl)amino)-4-(fluoromethyl)cyclohex-4-ene-1,2,3-triol C1(CCCCC1)CCN[C@@H]1C=C([C@@H]([C@@H]([C@H]1O)O)O)CF